N(C1=CC=CC=C1)C=1C=CC2=C(NC(C(=N2)NC2=CC(=CC(=C2)OC)OC)=O)N1 6-anilino-2-(3,5-dimethoxyanilino)pyrido[2,3-b]pyrazin-3(4H)-one